(10E)-13-chloro-10-tridecenyl acetate C(C)(=O)OCCCCCCCCC\C=C\CCCl